(2S,4S)-1-benzyloxycarbonyl-4-[[6-[3-[3-[tert-butoxycarbonyl(methyl)amino]-2-methoxy-propyl]-6-fluoro-2-methyl-benzimidazol-4-yl]-2-pyridyl]oxy]pyrrolidine-2-carboxylic acid C(C1=CC=CC=C1)OC(=O)N1[C@@H](C[C@@H](C1)OC1=NC(=CC=C1)C1=CC(=CC=2N=C(N(C21)CC(CN(C)C(=O)OC(C)(C)C)OC)C)F)C(=O)O